ClC1=CC(=C(C=C1)C1=NC(=NC2=C1N=C(N(C2=O)C)C(F)(F)F)N2C[C@@H](OCC2)C2=CC(=NC=C2)OC)F 8-(4-chloro-2-fluoro-phenyl)-6-[(2S)-2-(2-methoxy-4-pyridyl)morpholin-4-yl]-3-methyl-2-(trifluoromethyl)pyrimido[5,4-d]pyrimidin-4-one